Chloro-2-nitrobenzol ClC1=C(C=CC=C1)[N+](=O)[O-]